rel-(N,N-dimethyl-1-[(1S,2S)-2-ethynylcyclopropyl]methanamine) CN(C[C@@H]1[C@H](C1)C#C)C |o1:3,4|